NC=1C(=CC2=C(OCO2)C1)C(CCl)=O 1-(6-aminobenzo[d][1,3]dioxol-5-yl)-2-chloroethanone